6-methyl-2-(trifluoromethyl)-N-(3-(3-(trifluoromethyl)phenyl)propyl)thieno[2,3-d]pyrimidin-4-amine CC1=CC2=C(N=C(N=C2NCCCC2=CC(=CC=C2)C(F)(F)F)C(F)(F)F)S1